ClC1=C(C=C(C=C1)C(=O)N1CCN(CC1)CCCCC1CCNCC1)N1CNCC=C1 1-(2-Chloro-5-(4-(4-(piperidin-4-yl)butyl)piperazine-1-carbonyl)phenyl)dihydropyrimidine